COC(=O)C1[N@](C1)C(=O)N1CC(CC1)C(=O)O 1-((S)-2-(methoxycarbonyl)aziridine-1-carbonyl)pyrrolidine-3-carboxylic acid